3-cyclohexenylurea C1(=CCCCC1)NC(N)=O